N1(CCCC1)C=1C=C(N)C=CC1C1=NC=CC(=N1)N1CCCC1 3-pyrrolidin-1-yl-4-(4-pyrrolidin-1-ylpyrimidin-2-yl)aniline